OC(C)(C)C=1N=CC(=NC1)N1C(O[C@]2(C1)C[C@@](C(CC2)=C)(C)CN2C=NC1=C2C=C(C=C1)C#N)=O 1-(((5S,7R)-3-(5-(2-Hydroxypropan-2-yl)pyrazin-2-yl)-7-methyl-8-methylene-2-oxo-1-oxa-3-azaspiro[4.5]decan-7-yl)methyl)-1H-benzo[d]imidazole-6-carbonitrile